ClC1=C(C=CC=C1)S(=O)(=O)NC1=NC(=C(C=C1F)C=1C=C2C=NC(=NC2=CC1)NC1CCC(CC1)NC)OC 2-chloro-N-(3-fluoro-6-methoxy-5-(2-(((1r,4r)-4-(methyl-amino)cyclohexyl)amino)quinazolin-6-yl)pyridin-2-yl)benzenesulfonamide